C1(CCC1)C[C@@H](C(N[C@@H](C[C@H]1C(NCC1)=O)C(COC1=C(C(=CC(=C1F)F)F)F)=O)=O)NC(C(=O)NC1=CC=CC=C1)=O N1-((S)-3-cyclobutyl-1-oxo-1-(((S)-3-oxo-1-((S)-2-oxopyrrolidin-3-yl)-4-(2,3,5,6-tetrafluorophenoxy)butan-2-yl)amino)propan-2-yl)-N2-phenyloxalamide